((2R,3R,4S,5R)-5-(2-chloro-6-(cyclopentyl(methyl)amino)-9H-purin-9-yl)-4-fluoro-3-hydroxy-tetrahydrofuran-2-yl)methyl hydrogen ((dimethoxyphosphoryl)methyl)-phosphonate COP(=O)(OC)CP(OC[C@H]1O[C@H]([C@H]([C@@H]1O)F)N1C2=NC(=NC(=C2N=C1)N(C)C1CCCC1)Cl)(O)=O